OC[C@H]1N(C[C@@H]([C@H]([C@@H]1O)O)O)CCCC(F)(F)F (2R,3R,4R,5S)-2-(hydroxymethyl)-1-(4,4,4-trifluorobutyl)piperidine-3,4,5-triol